4-ethoxy-3-formylbenzonitrile C(C)OC1=C(C=C(C#N)C=C1)C=O